The molecule is a cyclic purine dinucleotide that is the 3',5'-cyclic dimer of AMP. It has a role as a Mycoplasma genitalium metabolite. It is a cyclic purine dinucleotide and an adenyl ribonucleotide. It is a conjugate acid of a cyclic di-AMP(2-). C1[C@@H]2[C@H]([C@H]([C@@H](O2)N3C=NC4=C(N=CN=C43)N)O)OP(=O)(OC[C@@H]5[C@H]([C@H]([C@@H](O5)N6C=NC7=C(N=CN=C76)N)O)OP(=O)(O1)O)O